2-((1-(2-(4-(4-cyanophenyl)piperazin-1-yl)-7-methyl-4-oxo-4H-pyrido[1,2-a]pyrimidin-9-yl)ethyl)amino)benzoic acid C(#N)C1=CC=C(C=C1)N1CCN(CC1)C=1N=C2N(C(C1)=O)C=C(C=C2C(C)NC2=C(C(=O)O)C=CC=C2)C